2-(2,6-dioxopiperidin-3-yl)-5-(((1-(6-(6-((R)-2-(3-fluorophenyl)pyrrolidin-1-yl)imidazo[1,2-b]pyridazin-3-yl)pyridin-2-yl)piperidin-4-yl)(methyl)amino)methyl)isoindoline-1,3-dione O=C1NC(CCC1N1C(C2=CC=C(C=C2C1=O)CN(C)C1CCN(CC1)C1=NC(=CC=C1)C1=CN=C2N1N=C(C=C2)N2[C@H](CCC2)C2=CC(=CC=C2)F)=O)=O